FC1=C(C(=CC=C1)C)N1CCC(CC1)N1C(N(C=2C(C1)=CN(N2)C)CC2=C(C=CC=C2)O)=O 5-[1-(2-Fluoro-6-methyl-phenyl)-piperidin-4-yl]-7-(2-hydroxy-benzyl)-2-methyl-2,4,5,7-tetrahydro-pyrazolo[3,4-d]pyrimidin-6-one